(S)-2-amino-4-((1-hydroxypentan-2-yl)amino)-6-(4-(pyrrolidin-1-ylmethyl)benzyl)pyrimido[4,5-d]pyridazin-5(6H)-one NC=1N=C(C2=C(C=NN(C2=O)CC2=CC=C(C=C2)CN2CCCC2)N1)N[C@H](CO)CCC